EICOSATETRAENOIC ACID CCCCC/C=C/C/C=C/C/C=C/C/C=C/CCCC(=O)O